C(N)(=O)C=1C(=NC(=NC1)NC1CCC(CC1)N(C(OC(C)(C)C)=O)C)N[C@H]1C[C@H](CCC1)O tert-Butyl (1R,4r)-4-(5-carbamoyl-4-((1R,3S)-3-hydroxycyclohexylamino)pyrimidin-2-ylamino)-cyclohexyl(methyl)carbamate